2-(4-Hydroxy-7-phenoxy-cinnoline-3-carboxamido)acetic acid OC1=C(N=NC2=CC(=CC=C12)OC1=CC=CC=C1)C(=O)NCC(=O)O